2,2-diethyl-6-(3-(3-methoxypyridin-4-yl)-1,2,4-oxadiazol-5-yl)chroman-4-one C(C)C1(OC2=CC=C(C=C2C(C1)=O)C1=NC(=NO1)C1=C(C=NC=C1)OC)CC